5-chloro-1'-{2-[3-fluoro-1-(3-hydroxy-3-methylcyclobutyl)-7-(trifluoromethyl)-1H-indazol-5-yloxy]ethyl}spiro[indoline-3,4'-piperidin]-2-one ClC=1C=C2C(=CC1)NC(C21CCN(CC1)CCOC=1C=C2C(=NN(C2=C(C1)C(F)(F)F)C1CC(C1)(C)O)F)=O